BrC=1C=C(C=C(C1)C=1C=NN(C1)C)[C@@H](C)NC(=O)C=1C=C(C=CC1C)N1CCN(CC1)C(=O)OC(C)(C)C Tert-butyl (R)-4-(3-((1-(3-bromo-5-(1-methyl-1H-pyrazol-4-yl)phenyl)ethyl)carbamoyl)-4-methylphenyl)piperazine-1-carboxylate